C(C=C)OCC1OC1 2-(prop-2-enyloxymethyl)oxirane